Tridecyl-isononane C(CCCCCCCCCCCC)CCCCCCC(C)C